triazolo-pyridazineamide N=1N=NC=2C1CC(=NN2)C(=O)N